C(C)N(C(CC1=NC=CC=C1)=O)CCC1=CC=C(C=C1)NC(=O)C1=C(C=C(C(=C1)OC)OC)NC(=O)C=1OC2=CC=CC=C2C(C1)=O N-(2-((4-(2-(N-Ethyl-2-(pyridin-2-yl)acetamido)ethyl)phenyl)carbamoyl)-4,5-dimethoxyphenyl)-4-oxo-4H-chromene-2-carboxamide